5-[3-chloro-5-methoxy-4-[[5-[[1-(6-nitro-3-pyridinyl)-4-piperidinyl]methyl]-3,4-dihydro-1H-isoquinolin-2-yl]methyl]phenyl]-1,3,4-trimethyl-pyridin-2-one ClC=1C=C(C=C(C1CN1CC2=CC=CC(=C2CC1)CC1CCN(CC1)C=1C=NC(=CC1)[N+](=O)[O-])OC)C=1C(=C(C(N(C1)C)=O)C)C